Cl.N[C@H]1[C@@H](CC1)O |r| racemic-trans-2-aminocyclobutanol hydrochloride